ClC=1C=C(C=CC1F)C(C=1NC(=C(N1)S(=O)(=O)C)C)O[C@@H]1CC[C@H](CC1)OC 2-[(3-chloro-4-fluorophenyl)({[(trans)-4-methoxycyclohexyl]oxy})methyl]-4-methanesulfonyl-5-methyl-1H-imidazole